CN1N=C(C=C1C)NC1=NC=C(C(=N1)C1=CNC2=C(C=CC=C12)NC(CN1C[C@H](CC1)OC1=NC(=CN=C1)NCCN(C)C)=O)C (S)-N-(3-(2-((1,5-dimethyl-1H-pyrazol-3-yl)amino)-5-methylpyrimidin-4-yl)-1H-indol-7-yl)-2-(3-((6-((2-(dimethylamino)ethyl)amino)pyrazin-2-yl)oxy)pyrrolidin-1-yl)acetamide